(2S,4R)-N-[[2-(8-bromooctoxy)-4-(4-methylthiazol-5-yl)phenyl]methyl]-1-[(2S)-2-[(1-fluorocyclopropanecarbonyl)amino]-3,3-dimethyl-butanoyl]-4-hydroxy-pyrrolidine-2-carboxamide BrCCCCCCCCOC1=C(C=CC(=C1)C1=C(N=CS1)C)CNC(=O)[C@H]1N(C[C@@H](C1)O)C([C@H](C(C)(C)C)NC(=O)C1(CC1)F)=O